FC(C(=O)O)(F)F.NC/C(/COC1=CC=C(C=C1)C(=O)N1CCC(CC1)C1=CC=CC=C1)=C\F (E)-(4-((2-aminomethyl-3-fluoroallyl)oxy)phenyl)-(4-phenylpiperidin-1-yl)methanone trifluoroacetate